S1C=CC2=C1C=CC=C2N2CCN(CC2)CCC(=O)C=2C=C1CCN(C1=CC2)C(=O)N(C)C 5-(3-(4-(benzothien-4-yl)piperazin-1-yl)propionyl)-N,N-dimethylindoline-1-carboxamide